C(C(C)(C)C)(=O)OC1=C(C2=C(C(=CCCC2)OS(=O)(=O)C(F)(F)F)C=C1F)F 2,4-Difluoro-9-(((trifluoromethyl)sulfonyl)oxy)-6,7-dihydro-5H-benzo[7]annulen-3-yl pivalate